Sulfooxyisobutyramide bisulfate S(O)(O)(=O)=O.S(=O)(=O)(O)OC(C(=O)N)(C)C